C(C1=CC=CC=C1)OC1CCCC=2C3=C(C(OC12)=O)SC(=C3)C=3C=NN(C3)COCC[Si](C)(C)C 6-(benzyloxy)-2-(1-((2-(trimethylsilyl)ethoxy)methyl)-1H-pyrazol-4-yl)-6,7,8,9-tetrahydro-4H-thieno[2,3-c]Chromen-4-one